TERT-BUTYL 4-OXOBUTANOATE O=CCCC(=O)OC(C)(C)C